hydroxyoctanediol OC(CCCCCCC)(O)O